3,6-dicyanophenol C(#N)C=1C=C(C(=CC1)C#N)O